BrC1=CC(=C(C(=C1)C(C)C)NC=1C(=CC=CC1)N)C(C)C N-(4-bromo-2,6-diisopropylphenyl)benzene-1,2-diamine